ClC=1C(=CC=C2N=CC=NC12)OC=1C=CC2=C(NC(=N2)C)C1 8-chloro-7-((2-methyl-1H-benzo[d]imidazol-6-yl)oxy)quinoxalin